C(=O)(O)C1(CC(CC1C(=O)O)C(=O)O)C(=O)O 2,3,5-tricarboxy-2-cyclopentanecarboxylic acid